Cl.N[C@H](C(=O)N1C[C@H](CCC1)COC)[C@@H](C)OCC1CCCCC1 (2S,3R)-2-amino-3-(cyclohexylmethoxy)-1-((S)-3-(methoxymethyl)piperidin-1-yl)butan-1-one hydrochloride